N,N-bis(2-hydroxyethyl)-2-(methoxycarbonyl)ethylamine OCCN(CCO)CCC(=O)OC